C12COCC(CN(C1)CCCCN1C3=CC=C(C=C3OC=3C=C(C=CC13)Br)Br)C2 10-(4-(3-oxa-7-azabicyclo[3.3.1]nonan-7-yl)butyl)-3,7-dibromo-10H-phenoxazine